(E)-3-(5-(4-Bromophenyl)-furan-2-yl)-1-(1,3-dithian-2-yl)-2-phenylprop-2-en-1-one BrC1=CC=C(C=C1)C1=CC=C(O1)/C=C(/C(=O)C1SCCCS1)\C1=CC=CC=C1